tert-butyl (1-isopropylpyrrolidin-3-yl)carbamate C(C)(C)N1CC(CC1)NC(OC(C)(C)C)=O